5-(2-fluoro-6-methoxyphenyl)-N-(5-((5-(2-hydroxypropan-2-yl)pyridin-2-yl)methoxy)-1,3,4-thiadiazol-2-yl)pyridazine-4-carboxamide FC1=C(C(=CC=C1)OC)C=1C(=CN=NC1)C(=O)NC=1SC(=NN1)OCC1=NC=C(C=C1)C(C)(C)O